C(C)N(C(NC(C(=O)O)CCCCCCCC1=NC=2NCCCC2C=C1)=O)CC 2-(3,3-diethylureido)-9-(5,6,7,8-tetrahydro-1,8-naphthyridin-2-yl)nonanoic acid